ClC1=NC2=C(OC[C@@]3(CN2)CCCC2=CC(=CC=C23)Cl)N=C1 (S)-2',6-dichloro-3,4,8',9'-tetrahydro-2H,6'H-spiro[naphthalene-1,7'-pyrazino[2,3-b][1,4]oxazepine]